(cis)-3-(benzyloxy)cyclobutyl 4-methylbenzenesulfonate CC1=CC=C(C=C1)S(=O)(=O)O[C@@H]1C[C@@H](C1)OCC1=CC=CC=C1